C([C@H]([C@@H](CO)O)O)[C@@H](C(=O)O)O d-2-keto-3-deoxygalactonate